2,6-dibromo-3-hydroxypyridine BrC1=NC(=CC=C1O)Br